FC(C1=CC=C(CN2N=CC(=C2)C(=O)N2CC3(CN(C3)C(=O)C3(CC3)C(F)(F)F)C(C2)C#N)C=C1)(F)F 6-(1-(4-(trifluoromethyl)benzyl)-1H-pyrazole-4-carbonyl)-2-(1-(trifluoromethyl)cyclopropane-1-carbonyl)-2,6-diazaspiro[3.4]octane-8-carbonitrile